2,4,6-tris(2-hydroxy-4-methoxyphenyl)-1,3,5-triazine OC1=C(C=CC(=C1)OC)C1=NC(=NC(=N1)C1=C(C=C(C=C1)OC)O)C1=C(C=C(C=C1)OC)O